3-(5-(4-(((4-chlorobenzyl)(methyl)amino)methyl)pyridin-2-yl)-1-oxoisoindolin-2-yl)piperidine-2,6-dione ClC1=CC=C(CN(C)CC2=CC(=NC=C2)C=2C=C3CN(C(C3=CC2)=O)C2C(NC(CC2)=O)=O)C=C1